CC(C(=O)O[C@@H]1[C@H]2[C@@H]3C=CC[C@@H]3[C@@H](C1)C2)C |r| (1RS,2RS,6RS,7RS,8SR)-tricyclo[5.2.1.0~2,6~]dec-4-en-8-yl 2-methylpropanoate